O=C1NC(CCC1N1C(C2=CC=C(C=C2C1=O)NCC1CN(C1)C1=NC(=CC=C1)C1=CN=C2N1N=C(C=C2)N2[C@H](CCC2)C2=CC(=CC=C2)F)=O)=O 2-(2,6-dioxopiperidin-3-yl)-5-(((1-(6-(6-((R)-2-(3-fluorophenyl)pyrrolidin-1-yl)imidazo[1,2-b]pyridazin-3-yl)pyridin-2-yl)azetidin-3-yl)methyl)amino)isoindoline-1,3-dione